diiodocarbonyl-(pentamethyl-cyclopentadienyl)cobalt (III) IC(=O)[Co+2](C1(C(=C(C(=C1C)C)C)C)C)C(=O)I